3-((5-(aminomethyl)-1-(4,4,4-trifluorobutyl)-1H-indol-2-yl)methyl)-1-(oxetan-3-yl)-1,3-dihydro-2H-imidazo[4,5-c]pyridin-2-one NCC=1C=C2C=C(N(C2=CC1)CCCC(F)(F)F)CN1C(N(C2=C1C=NC=C2)C2COC2)=O